ClC=1C=CC(=C(C1)O)C=1C=2N(C(=NN1)N[C@H]1COCCC1)C=NC2 5-chloro-2-(4-{[(3R)-oxacyclohex-3-yl]amino}imidazo[1,5-d][1,2,4]triazin-1-yl)phenol